ClC1=C(CC2=NC3=C(N2CCOC)C=C(C=C3F)C(=O)O)C=C(C(=C1)C1=NC(=CC=C1)OCC1=C(C=C(C=C1)C#N)F)F 2-(2-chloro-4-(6-((4-cyano-2-fluorobenzyl)oxy)pyridin-2-yl)-5-fluorobenzyl)-4-fluoro-1-(2-methoxyethyl)-1H-benzo[d]imidazole-6-carboxylic acid